imidazole-1-sulfonate N1(C=NC=C1)S(=O)(=O)[O-]